C1(CC1)[C@@H]1[C@@H](C2=CC=C(C=C2CC1)O)C1=CC=C(C=C1)N1CCCCC1 1-(4-((1R,2R)-2-Cyclopropyl-6-hydroxy-1,2,3,4-tetrahydronaphthalen-1-yl)phenyl)piperidine